[Na].C(CC)OC(=O)C1=CC=C(O)C=C1 propyl-paraben sodium salt